N1CCCC2=CC=CN=C12 3,4-dihydro-1H-1,8-naphthyridin